CN1N=C(C2=CC=CC(=C12)OCC(N1CCN(CC1)S(=O)(=O)C1=CC2=C(OCC(N2)=O)C=C1)=O)C1C(NC(CC1)=O)=O 3-(1-Methyl-7-(2-oxo-2-(4-((3-oxo-3,4-dihydro-2H-benzo[b][1,4]oxazin-6-yl)-sulfonyl)piperazin-1-yl)ethoxy)-1H-indazol-3-yl)piperidine-2,6-dione